P(=O)(O)(O)O.C1(=CC=CC=C1)\C=C\C(=O)C1=CC=CC=C1 chalcone phosphate